6-chloro-N-[5-(7-fluoro-1H-benzimidazol-2-yl)-1-methyl-pyrazol-3-yl]pyridine-3-carboxamide ClC1=CC=C(C=N1)C(=O)NC1=NN(C(=C1)C1=NC2=C(N1)C(=CC=C2)F)C